N-((3R,4S)-4-((4-(cyclopropylamino)-2-(2,6-dichloro-3,5-dimethoxyphenyl)pyrido[3,4-d]pyrimidin-6-yl)amino)tetra-hydrofuran-3-yl)acrylamide C1(CC1)NC=1C2=C(N=C(N1)C1=C(C(=CC(=C1Cl)OC)OC)Cl)C=NC(=C2)N[C@H]2[C@H](COC2)NC(C=C)=O